3-(4''-((2-ethyl-5,7-dimethyl-3H-imidazo[4,5-b]pyridin-3-yl)methyl)-[1,1':3',1''-terphenyl]-4'-yl)-1,2,4-oxadiazole-5(4H)-thione C(C)C1=NC=2C(=NC(=CC2C)C)N1CC1=CC=C(C=C1)C=1C=C(C=CC1C1=NOC(N1)=S)C1=CC=CC=C1